COC1=NC=C(C=C1OC)B(O)O 2,3-dimethoxypyridine-5-boronic acid